methyl 3-(5-(4-(4-(2,6-difluorobenzyl)-5-oxo-4,5-dihydro-1H-1,2,4-triazol-1-yl)-2-fluorophenoxy)-4-methylthiazol-2-yl)-3-hydroxycyclobutane-1-carboxylate FC1=C(CN2C=NN(C2=O)C2=CC(=C(OC3=C(N=C(S3)C3(CC(C3)C(=O)OC)O)C)C=C2)F)C(=CC=C1)F